OC=1C=CC=2C3(C4=CC=C(C=C4OC2C1)O)OCC1=CC(=CC=C13)N=C=S 3',6'-dihydroxy-5-isothiocyanato-3H-spiro[isobenzofuran-1,9'-xanthene]